9-(3-bromo-5-chlorophenyl)-9H-3,9'-bicarbazole BrC=1C=C(C=C(C1)Cl)N1C2=CC=CC=C2C=2C=C(C=CC12)N1C2=CC=CC=C2C=2C=CC=CC12